C(C)(C)(C)OOC(=O)OCCCCCCOC(=O)OOC(C)(C)C 1,6-bis(t-butyl-peroxycarbonyloxy)hexane